2-hydroxymethyl-2-hydroxyoxetane OCC1(OCC1)O